N'-(3-aminopropyl)-1,3-propanediamine NCCCNCCCN